C(C1=CC=CC=C1)NCCNCC1=CC=CC=C1 N,N'-bis-benzylethylenediamine